ClC1=C(C(=NC(=N1)SCCC)NCC(F)(F)F)N 6-Chloro-2-(propylthio)-N4-(2,2,2-trifluoroethyl)pyrimidine-4,5-diamine